C(#N)C1=CNC2=C(C=CC(=C12)C)NS(=O)(=O)C=1C=NN(C1)CC1CC1 N-(3-Cyano-4-methyl-1H-indol-7-yl)-1-(cyclopropylmethyl)pyrazol-4-sulfonamid